C(C)(C)(C)OC(=O)N1CC(C[C@H](C1)N1N=C(C=2C1=NC=NC2N)C2=C(C=C(C=C2)OC2=CC=CC=C2)F)(C)C (R)-5-(4-amino-3-(2-fluoro-4-phenoxyphenyl)-1H-pyrazolo[3,4-d]pyrimidin-1-yl)-3,3-dimethylpiperidine-1-carboxylic acid tert-butyl ester